6-[(1-methyl-4-piperidyl)oxy]-4-[(6-nitro-3-pyridyl)oxy]-1,7-naphthyridine CN1CCC(CC1)OC=1C=C2C(=CC=NC2=CN1)OC=1C=NC(=CC1)[N+](=O)[O-]